4-CHLORO-7-[[2-(TRIMETHYLSILYL)ETHOXY]METHYL]-7H-PYRROLO[2,3-D]PYRIMIDINE ClC=1C2=C(N=CN1)N(C=C2)COCC[Si](C)(C)C